Cl.ClC[C@@H](CC1=CC=C(C=C1)C)N |r| (2RS)-1-chloro-3-(4-methylphenyl)propan-2-amine hydrochloride